1-(2-methyl-2H-tetrazole-5-yl)ethanone CN1N=C(N=N1)C(C)=O